C1(=CC(=CC=C1)C(C)C(C)C=1C=C(C=CC1)C)C 2,3-di-m-tolylbutane